CC1=C(C=2C(N(C(=CC2O1)C)CCC)=O)C=1SC=CC1 2,6-dimethyl-5-propyl-3-(2-thienyl)furo[3,2-c]pyridin-4(5H)-one